Methyl 2-((1R,5S)-3-Oxa-6-azabicyclo[3.1.1]heptan-6-yl)quinoline-6-carboxylate [C@@H]12COC[C@@H](N1C1=NC3=CC=C(C=C3C=C1)C(=O)OC)C2